C(CCCCCCCCCC)(=O)OCCCCC(CN(CC(CCCCCOC(C(CCCCCCCC)CCCCCCCC)=O)O[Si](C)(C)C(C)(C)C)CCCCN(C)C(=O)OC(C)(C)C)O[Si](C)(C)C(C)(C)C 6-((4-((tert-butoxycarbonyl)(methyl)amino)butyl)(2-((tert-butyldimethylsilyl)oxy)-7-((2-octyldecanoyl)oxy)heptyl)amino)-5-((tert-butyldimethylsilyl) oxy)hexyl undecanoate